3,4-Dichloro-N-(3-(1-(4-fluorobenzamido)ethyl)bicyclo[1.1.1]pentan-1-yl)Benzamide ClC=1C=C(C(=O)NC23CC(C2)(C3)C(C)NC(C3=CC=C(C=C3)F)=O)C=CC1Cl